C1(CC1)C=1C=CC=2N(C1)C=C(N2)C2N1C(OC2)=NC(=C1)C(=O)O 3-(6-cyclopropylimidazo[1,2-a]pyridin-2-yl)-2,3-dihydroimidazo[2,1-b]oxazole-6-carboxylic acid